3-bromo-5-((4-chlorophenylimino)methyl)phenol BrC=1C=C(C=C(C1)C=NC1=CC=C(C=C1)Cl)O